NC1=CC=C(OCCOCCOC2=CC=C(C=C2)N)C=C1 Di(2-(4-aminophenoxy) ethyl) ether